2-Phenylcyclopropylisocyanat C1(=CC=CC=C1)C1C(C1)N=C=O